BrC1CC(OCC1)C1=CC(=NC=C1)OC 4-(4-bromotetrahydro-2H-pyran-2-yl)-2-methoxypyridine